6-(3-aminoazetidin-1-yl)-2-chloro-3-(2,6-dioxopiperidin-3-yl)benzonitrile NC1CN(C1)C1=CC=C(C(=C1C#N)Cl)C1C(NC(CC1)=O)=O